3-(1-1H-pyrazolyl)-1-propanol N1(N=CC=C1)CCCO